[Si](C)(C)(C(C)(C)C)OC1=CC[N+]C=C1CO (2R,3R,4R,5R)-4-((tert-butyldimethylsilyl)oxy)-5-(hydroxymethyl)-Pyridin-1-ylium